[Si](C)(C)(C(C)(C)C)P([Si](C)(C)C)[Si](C)(C)C (tert-butyldimethylsilyl)bis(trimethylsilyl)phosphine